CC1(OCC2(C1)CCN(CC2)C2=C(C=CC=C2)NS(=O)(=O)CCC2=CC=CC=C2)C N-(2-{3,3-dimethyl-2-oxa-8-azaspiro[4.5]decan-8-yl}phenyl)-2-phenylethane-1-sulfonamide